O1C(C(CC2=CC=CC=C12)O)(C1=CC=CC=C1)S(=O)(=O)[O-] flavan-3-olsulfonate